OC[C@@H]1N([C@@H](C[C@@H]1NCC1=CC=C(C=C1)OC)C(F)(F)F)C(=O)OCC1=CC=CC=C1 benzyl (2R,3S,5S)-2-(hydroxymethyl)-3-((4-methoxybenzyl)amino)-5-(trifluoromethyl)pyrrolidine-1-carboxylate